C(C)(C)(CC(C)(C)C)C1=C(C(=CC=C1)C(C)(C)CC(C)(C)C)O 2,6-di-t-octylphenol